6-(4-bromo-2-chlorophenylamino)-7-fluoro-3-methyl-3H-benzoimidazole-5-carboxylic acid (2-hydroxy-ethoxy)amide OCCONC(=O)C1=CC2=C(N=CN2C)C(=C1NC1=C(C=C(C=C1)Br)Cl)F